4-bromo-2,2-dimethyl-2,3-dihydrobenzofuran-7-amine Iron [Fe].BrC1=CC=C(C2=C1CC(O2)(C)C)N